Cl.Cl.ClC1=NC(=CC(=C1)CN[C@@H](CCCCN)C(=O)O)Cl (2,6-Dichloropyridin-4-yl)methyl-L-lysinate dihydrochloride